3-Formyl-5-((trimethylsilyl)ethynyl)benzenesulfonyl fluoride C(=O)C=1C=C(C=C(C1)C#C[Si](C)(C)C)S(=O)(=O)F